COC1=CC=CC2=C1N=C1N2CCN(C1)CCCON1C(CCC2=CC=CC=C12)=O (3-(9-methoxy-3,4-dihydrobenzo[4,5]imidazo[1,2-a]pyrazin-2(1H)-yl)propoxy)-3,4-dihydroquinolin-2(1H)-one